5-[(E)-3,3-dimethylbut-1-enyl]-4-hydroxy-6-methylpyridine-3-carboxamide CC(/C=C/C=1C(=C(C=NC1C)C(=O)N)O)(C)C